C(CCCCC)NC(=O)[C@@H]1CN(CCCN1C(CCCCCCC)=O)S(=O)(=O)C1=CC=C(C(=O)N2C[C@H]([C@@H](C2)C(=O)N[C@@H]2[C@H](C2)C2=CC=CC=C2)C(=O)N[C@@H]2[C@H](C2)C2=CC=CC=C2)C=C1 |o1:9| (3S,4S)-1-(4-(((S*)-3-(hexylcarbamoyl)-4-octanoyl-1,4-diazepan-1-yl)sulfonyl)benzoyl)-N3,N4-bis((1S,2R)-2-phenylcyclopropyl)pyrrolidine-3,4-dicarboxamide